FC1=C(C=CC=C1)C1=NOC(=C1C(=O)O)C 3-(2-fluorophenyl)-5-methylisoxazole-4-carboxylic acid